tert-butyl N-[2-[4-[4-(hydroxymethyl)pyrimidin-2-yl]anilino]ethyl]carbamate OCC1=NC(=NC=C1)C1=CC=C(NCCNC(OC(C)(C)C)=O)C=C1